FC1=C(C(=CC=C1)C)N1N=C2C(=CC1=O)NN=C2C=2C=C1CCN(CC1=CC2)C2CCOCC2 5-(2-Fluoro-6-methylphenyl)-3-(2-(tetrahydro-2H-pyran-4-yl)-1,2,3,4-tetrahydroisochinolin-6-yl)-1H-pyrazolo[4,3-c]pyridazin-6(5H)-on